NC1=C(N=NC(=C1)C1=C(C=CC(=C1)Cl)F)SCC1(C(OCC1)=O)C 3-({[4-amino-6-(5-chloro-2-fluorophenyl)pyridazin-3-yl]sulfanyl}methyl)-3-methyloxolan-2-one